O=C1NC(CCC1C1=C(C=C(CN2CCC(CC2)N2N=C3C=C(C(=CC3=C2)NC(C2=CC(=CC=C2)C(F)(F)F)=O)OC)C=C1)F)=O N-(2-(1-(4-(2,6-dioxopiperidin-3-yl)-3-fluorobenzyl)piperidin-4-yl)-6-methoxy-2H-indazol-5-yl)-3-(trifluoromethyl)benzamide